2-methacryloxy-n-propylthio-5-n-propylthio-1,3,4-thiadiazole C(C(=C)C)(=O)OC(CSC=1SC(=NN1)SCCC)C